C(=O)C=1C=C(C=CC1)N1[C@@H]2CN([C@H](C1)C2)C(=O)OC(C)(C)C tert-butyl (1S,4S)-5-(3-formylphenyl)-2,5-diazabicyclo[2.2.1]heptan-2-carboxylate